C(=CC1=CC=CC=C1)C(=O)[O-].[Na+] sodium styrenecarboxylate